C(C)[C@H]1N(CC(C2=CC=CC=C12)C)CC(=O)N ethyl-(R)-2-(2-amino-2-oxoethyl)-4-methyl-1,2,3,4-tetrahydroisoquinoline